N1C=CC2=C(C=CC=C12)CC1N(CCC(C1)C(=O)N)C(=O)C1=NNC(=C1)C1=CC(=NC=C1Cl)OC ((1H-indol-4-yl)methyl)-1-(5-(5-chloro-2-methoxypyridin-4-yl)-1H-pyrazole-3-carbonyl)piperidine-4-carboxamide